S1C(=CC2=C1C=CC=C2)NC=2C(=CC=C(C2)C(C)(C)C)C2=CC=CC=C2 N-(2-benzothienyl)-4-t-butylbiphenylamine